ClC=1C=C(C=CC1F)NC(N(CC1=NN=C2N1CCOCC2)C2=CC(=NC=C2)O)=O 3-(3-chloro-4-fluorophenyl)-1-(2-hydroxypyridin-4-yl)-1-((5,6,8,9-tetrahydro-[1,2,4]triazolo[4,3-d][1,4]oxazepin-3-yl)methyl)urea